OC=1C=C(OC(C(=O)N=O)(C)C)C=CC1C(\C=C\C1=CC=C(C=C1)SC)=O 2-[3-Hydroxy-4-[(E)-3-(4-methylsulfanylphenyl)prop-2-enoyl]phenoxy]-2-methyl-N-oxopropanamide